ClC=1C(=NC(=NC1)NC=1C(=NN(C1)C1CC(C1)C#N)C)OCC1CC(C1)(F)F 3-(4-((5-chloro-4-((3,3-difluorocyclobutyl)methoxy)pyrimidin-2-yl)amino)-3-methyl-1H-pyrazol-1-yl)cyclobutane-1-carbonitrile